BrCCCN1C(=O)C(=O)C2=CC(=CC=C12)OC N-(3-bromopropyl)-5-methoxyisatin